Sodium (Z)-5-amino-2-(6-(methylamino)-3-(methylimino)-3H-xanthen-9-yl)benzoate NC=1C=CC(=C(C(=O)[O-])C1)C=1C2=CC=C(C=C2OC2=C\C(\C=CC12)=N/C)NC.[Na+]